(3R)-3-{[7-fluoro-2-(4-fluorophenyl)[1,2,4]triazolo[1,5-c]quinazolin-5-yl]amino}azepin-2-one FC1=CC=CC=2C=3N(C(=NC12)NC=1C(N=CC=CC1)=O)N=C(N3)C3=CC=C(C=C3)F